(rac)-(R)-1-(2-fluorophenyl)-3-(4-(1-(2-methyl-1H-imidazol-1-yl)ethyl)phenyl)urea FC1=C(C=CC=C1)NC(=O)NC1=CC=C(C=C1)[C@@H](C)N1C(=NC=C1)C |r|